2-[3-bromo-1-(3-chloro-2-pyridinyl)-1H-pyrazol-5-yl]-6-bromo-8-methyl-4H-3,1-benzoxazin-4-one BrC1=NN(C(=C1)C1=NC2=C(C(O1)=O)C=C(C=C2C)Br)C2=NC=CC=C2Cl